Trans-N-(4-(3-(4-((dimethylamino)methyl)styryl)-1H-indazol-6-yl)pyrimidin-2-yl)acetamide CN(C)CC1=CC=C(/C=C/C2=NNC3=CC(=CC=C23)C2=NC(=NC=C2)NC(C)=O)C=C1